2,6-bis(pyrazol-4-yl)-9,10-anthraquinone N1N=CC(=C1)C1=CC=2C(C3=CC=C(C=C3C(C2C=C1)=O)C=1C=NNC1)=O